(3R)-3-amino-5-[[4-[(4-fluorophenyl)methoxy]phenyl]methyl]-7-[5-(1-methyl-1-methylsulfonyl-ethyl)-1,3,4-oxadiazol-2-yl]-1,1-dioxo-2,3-dihydro-1λ6,5-benzothiazepine-4-One N[C@H]1CS(C2=C(N(C1=O)CC1=CC=C(C=C1)OCC1=CC=C(C=C1)F)C=C(C=C2)C=2OC(=NN2)C(C)(S(=O)(=O)C)C)(=O)=O